NC=1C=C(C=CC1)C=1C=C2N(N=CC(=C2N[C@H]2C([C@@](CC2)(C)N)(C)C)C(=NC2=C(C=C(C=C2)O[Si](C)(C)C(C)(C)C)CC)N)C1 6-(3-aminophenyl)-4-[[(1R,3S)-3-amino-2,2,3-trimethyl-cyclopentyl]amino]-N'-[4-[tert-butyl(dimethyl)silyl]oxy-2-ethyl-phenyl]pyrrolo[1,2-b]pyridazine-3-carboxamidine